3-[tris(methoxyethoxyethoxy)silyl]Propylamine COCCOCCO[Si](CCCN)(OCCOCCOC)OCCOCCOC